2,4-Dimethoxypyridin COC1=NC=CC(=C1)OC